[Cl-].C(C1CO1)O[NH3+] glycidoxyammonium chloride